CC1=CC=C(C=C1)C1=NOC(=C1)CO[C@@H]([C@@](CN1N=CN=C1)(O)C1=C(C=C(C=C1)F)F)C (2R,3R)-3-((3-(4-methylphenyl)isoxazol-5-yl)-methoxy)-2-(2,4-difluorophenyl)-1-(1H-1,2,4-triazol-1-yl)butan-2-ol